C1(CC1)C1=C(C=C(C=C1)C(C1=CC=CC=C1)NC(=O)C1N(CC(C1)F)C(CNC(=O)N1CCN(CC1)CC1CC1)=O)F N-[2-(2-{[(4-cyclopropyl-3-fluorophenyl)(phenyl)methyl]carbamoyl}-4-fluoropyrrolidin-1-yl)-2-oxoethyl]-4-(cyclopropylmethyl)piperazine-1-carboxamide